C(C)N1[C@H]2CC(C[C@@H]1CC2)N(C=2SC1=C(N2)SC(=N1)N1C(C=C(C=C1)C=1C=NNC1)=O)C 1-(5-{[(1R,3s,5S)-8-Ethyl-8-azabicyclo[3.2.1]octan-3-yl](methyl)amino}[1,3]thiazolo[5,4-d][1,3]thiazol-2-yl)-4-(1H-pyrazol-4-yl)pyridin-2(1H)-on